COC(=O)C1(CC(=NO1)C1=C(C=C(C(=C1)N=C=O)F)Cl)OC 3-(2-Chloro-4-fluoro-5-isocyanato-phenyl)-5-methoxy-4H-isoxazole-5-carboxylic acid methyl ester